5-(benzyloxy)-4,4-difluoropentanoic acid ethyl ester C(C)OC(CCC(COCC1=CC=CC=C1)(F)F)=O